(E)-N'-[8-chloro-6-[1-(oxan-2-yl)indazole-4-carbonyl]quinolin-5-yl]-N,N-dimethylmethanimidamide ClC=1C=C(C(=C2C=CC=NC12)/N=C/N(C)C)C(=O)C=1C=2C=NN(C2C=CC1)C1OCCCC1